CN(C(=O)[C@@H]1CC12CCN(CC2)C(=O)OC(C(F)(F)F)C(F)(F)F)C2=NC=CN=C2 1,1,1,3,3,3-Hexafluoropropan-2-yl (R)-1-(methyl(pyrazin-2-yl)carbamoyl)-6-azaspiro[2.5]octane-6-carboxylate